lauroylmethyl-β-alanine C(CCCCCCCCCCC)(=O)N(CCC(=O)O)C